FC=1C=C2C(=CNC2=CC1)CCOC=1C2=C(N=C(N1)N1C(C=CC=C1)=O)SC=N2 (7-(2-(5-fluoro-1H-indol-3-yl)ethoxy)thiazolo[5,4-d]pyrimidin-5-yl)pyridin-2(1H)-one